F[B-](F)(F)F.C(C)OC(=O)CN1C=[N+](C=C1)C 1-((ethoxycarbonyl)methyl)-3-methylimidazolium tetrafluoroborate